2-chloro-5-((3-chloro-2-(1-methyl-1H-pyrazol-3-yl)pyridin-4-yl)thio)pyrazine ClC1=NC=C(N=C1)SC1=C(C(=NC=C1)C1=NN(C=C1)C)Cl